C(C)(C)(C)OC(=O)N(C=1C(=CC=C2C=CC(=CC12)C1=CC=CC(=N1)C(=O)OC(C)(C)C)C(N)=O)CC(=C)C#N tert-butyl 6-[8-[tert-butoxycarbonyl(2-cyanoallyl)amino]-7-carbamoyl-2-naphthyl]pyridine-2-carboxylate